FC=1C(=C(C=C(C1)F)[C@@H]1C2=C(NC(=C1C(=O)OC)C)COC2=O)C(=C)C methyl (S)-4-(3,5-difluoro-2-(prop-1-en-2-yl)phenyl)-2-methyl-5-oxo-1,4,5,7-tetrahydrofuro[3,4-b]pyridine-3-carboxylate